diethyl 2-(((1r,4r)-4-(6-hydroxy-5-nitro-2H-indazol-2-yl)cyclohexyl)oxy)malonate OC=1C(=CC2=CN(N=C2C1)C1CCC(CC1)OC(C(=O)OCC)C(=O)OCC)[N+](=O)[O-]